2-fluoro-1-methyl-3-nitrobenzene FC1=C(C=CC=C1[N+](=O)[O-])C